ClC=1C=C(CC#N)C=C(C1)F 3-chloro-5-fluorobenzyl cyanide